4-(4-ethoxy-4-oxobutyl)-7-hydroxy-2-oxo-2H-chromene-8-carboxylic acid C(C)OC(CCCC1=CC(OC2=C(C(=CC=C12)O)C(=O)O)=O)=O